CC1=NOC(=C1C=1C=NN2C1C=C(C=C2)C#N)C 3-(3,5-dimethyl-isoxazol-4-yl)pyrazolo[1,5-a]pyridine-5-carbonitrile